bis(trimethylsilyl)silyl-trimethylsilane C[Si](C)(C)[SiH]([Si](C)(C)C)[Si](C)(C)C